N-(4-(2-aminopyrimidin-4-yl)-2-methylbenzyl)-2-(trifluoromethyl)thiazole-5-carboxamide NC1=NC=CC(=N1)C1=CC(=C(CNC(=O)C2=CN=C(S2)C(F)(F)F)C=C1)C